N-hydroxy-3-(3-(N-phenylsulfamoyl)phenyl)acrylamide ONC(C=CC1=CC(=CC=C1)S(NC1=CC=CC=C1)(=O)=O)=O